ClC1=C(C=C2C(=C(N(C2=C1)C=1C=NN(C1)CCC)CC)C(=O)O)OC 6-chloro-2-ethyl-5-methoxy-1-(1-propyl-1H-pyrazol-4-yl)-1H-indole-3-carboxylic acid